(R)-3-Amino-6-(3-(5-(3-hydroxy-1-methyl-2-oxopyrrolidin-3-yl)isoxazol-3-yl)phenyl)-4-methylpicolinamide NC=1C(=NC(=CC1C)C1=CC(=CC=C1)C1=NOC(=C1)[C@]1(C(N(CC1)C)=O)O)C(=O)N